CC(C)(C1CC2C(OC(C2CC1)=O)=O)C1CC2C(OC(C2CC1)=O)=O 5,5'-(1-methylethylidene)bis(hexahydro-1,3-isobenzofurandione)